OC([C@@H](C1=CC=C(C=C1)OC([C@@H](CCC)C)([2H])[2H])NC(OC(C)(C)C)=O)(C([2H])([2H])[2H])C([2H])([2H])[2H] tert-Butyl ((R)-2-hydroxy-2-(methyl-d3)-1-(4-(((R)-2-methylpentyl-1,1-d2)oxy)phenyl)propyl-3,3,3-d3)carbamate